1,1'-(3,3',5,5'-tetrabromo[1,1'-biphenyl]-4,4'-diyl)bis{2-amino-3-[(E)-diazenyl]naphthalene-1-sulfonic acid} BrC=1C=C(C=C(C1C1(C(C(=CC2=CC=CC=C12)\N=N\[H])N)S(=O)(=O)O)Br)C1=CC(=C(C(=C1)Br)C1(C(C(=CC2=CC=CC=C12)\N=N\[H])N)S(=O)(=O)O)Br